4-amino-N,3-dimethyl-N-(2-(1-methylpyrazol-4-yl)-4,5,6,7-tetrahydro-2H-indazol-7-yl)-1,3-dihydrofuro[3,4-c]quinoline-8-carboxamide NC1=NC=2C=CC(=CC2C2=C1C(OC2)C)C(=O)N(C2CCCC1=CN(N=C21)C=2C=NN(C2)C)C